OC(CCCC(=O)O)C 5-HYDROXYHEXANOIC ACID